8-[7,8-bis(7-carboxyheptyl)-4,5-dihexyl-6-octyl-decalin-1-yl]octanoic acid C(=O)(O)CCCCCCCC1C(C(C2C(CCC(C2C1CCCCCCCC(=O)O)CCCCCCCC(=O)O)CCCCCC)CCCCCC)CCCCCCCC